2-vinylcyclopropane-1,1-dicarboxylic acid diethyl ester C(C)OC(=O)C1(C(C1)C=C)C(=O)OCC